FC1=C(C(=CC=C1)C)N1N=CC=C1 1-(2-fluoro-6-methylphenyl)-1H-pyrazole